(2,6-dioxopiperidin-3-yl)-5-morpholinoisoindoline-1,3-dione O=C1NC(CCC1N1C(C2=CC=C(C=C2C1=O)N1CCOCC1)=O)=O